methyl (6R,7aS)-2-methylene-6-((4-nitrobenzoyl)oxy)tetrahydro-1H-pyrrolizine-7a(5H)-carboxylate C=C1C[C@]2(C[C@H](CN2C1)OC(C1=CC=C(C=C1)[N+](=O)[O-])=O)C(=O)OC